ClC=1C=C(C=CC1N1C(N(C=C1)C)=O)C1=C(C(=CC(=C1)F)C1=CC(=C2C=NNC2=C1)N1C[C@H](NCC1)C)O (R)-1-(3-chloro-5'-fluoro-2'-hydroxy-3'-(4-(3-methylpiperazin-1-yl)-1H-indazol-6-yl)-[1,1'-biphenyl]-4-yl)-3-methyl-1H-imidazol-2(3H)-one